(1s,3s)-3-(2-methyl-2,3-dihydro-1H-pyrrolo[2,3-b]pyridin-1-yl)cyclobutan-1-ol CC1CC=2C(=NC=CC2)N1C1CC(C1)O